2-(3-bromo-4-fluoro-phenoxy)ethoxy-tert-butyldimethylsilane BrC=1C=C(OCCO[Si](C)(C)C(C)(C)C)C=CC1F